CN1C(C2=CC(=CC=C2C1)OC=1C=C2C(C=COC2=CC1[N+](=O)[O-])=O)=O 2-methyl-6-((7-nitro-4-oxo-4H-chromen-6-yl)oxy)isoindolin-1-one